4-(4-(((tert-butyldimethylsilyl)oxy)methyl)-5-methylthiazol-2-yl)morpholin-3-one [Si](C)(C)(C(C)(C)C)OCC=1N=C(SC1C)N1C(COCC1)=O